Diethyl 2-(3-(1,8-naphthyridin-2-yl)propyl)malonate N1=C(C=CC2=CC=CN=C12)CCCC(C(=O)OCC)C(=O)OCC